(R)-6-(thiazole-5-carbonyl)-2,6-diazaspiro[3.4]octane-8-carboxylic acid hydrochloride Cl.S1C=NC=C1C(=O)N1CC2(CNC2)[C@H](C1)C(=O)O